3-(1-(2-(2,6-dioxopiperidin-3-yl)-1,3-dioxoisoindolin-5-yl)piperidin-4-yl)-3-methylbutanal O=C1NC(CCC1N1C(C2=CC=C(C=C2C1=O)N1CCC(CC1)C(CC=O)(C)C)=O)=O